N-[[4,5-dichloro-2-(prop-2-en-1-yloxy)phenyl][1-(pyridin-2-yl)piperidin-4-yl]methyl]-2-methylpropane-2-sulfinamide ClC1=CC(=C(C=C1Cl)C(NS(=O)C(C)(C)C)C1CCN(CC1)C1=NC=CC=C1)OCC=C